C(C1=CC=CC=C1)(=O)OC methyl 1-benzoate